L-lysyl-D-prolinyl-L-tyrosine N[C@@H](CCCCN)C(=O)N1[C@H](CCC1)C(=O)N[C@@H](CC1=CC=C(C=C1)O)C(=O)O